7-bromo-4-cyclopropyl-3,4-dihydrothieno[2,3-f][1,4]thiazepin-5(2H)-one 1,1-dioxide BrC1=CC2=C(C(N(CCS2(=O)=O)C2CC2)=O)S1